2,2-Difluorobenzo[d][1,3]dioxole-5-sulfonyl azide FC1(OC2=C(O1)C=CC(=C2)S(=O)(=O)N=[N+]=[N-])F